2-(diethylamino)ethyl chloride hydrochloride Cl.C(C)N(CCCl)CC